C1(=CC=CC=C1)C1=CC=2C(C3=CC=CC=C3C(C2C=C1)=O)=O 2-phenyl-anthraquinone